CN1[C@@H]([C@H](CC1=O)C(=O)NCCCNC(CCCNC(CCCC(=O)NC1CCC(CC1)C(=O)O)=O)=O)C=1C=NC=CC1 (1s,4s)-4-(5-((4-((3-((2S,3S)-1-methyl-5-oxo-2-(pyridin-3-yl)pyrrolidine-3-carboxamido)propyl)amino)-4-oxobutyl)amino)-5-oxopentanamido)cyclohexane-1-carboxylic acid